C(=O)OC(C)CCC sec-pentyl formate